dichlorohexamethylene diisocyanate ClC(CCCCCN=C=O)(Cl)N=C=O